1,4-bis(4-maleimidophenoxy)-2,6-dimethylbenzene C1(C=CC(N1C1=CC=C(OC2=C(C=C(C=C2C)OC2=CC=C(C=C2)N2C(C=CC2=O)=O)C)C=C1)=O)=O